2-[[4-[3,5-dicyclopropyl-2-(2H-tetrazol-5-yl)phenyl]piperazin-1-yl]-methyl]-1,3-benzo-thiazole C1(CC1)C=1C(=C(C=C(C1)C1CC1)N1CCN(CC1)CC=1SC2=C(N1)C=CC=C2)C=2N=NNN2